NC=1C=C(C=CC1)C(O)C1=CC=C(C2=CC=CC=C12)OC (3-aminophenyl)(4-methoxynaphthalen-1-yl)methanol